1-(2-Methoxy-5-methyl-phenyl)piperazine COC1=C(C=C(C=C1)C)N1CCNCC1